CC1=NN(C(=C1C1=CC=C(C=N1)N)C)COCC[Si](C)(C)C 6-(3,5-dimethyl-1-((2-(trimethylsilyl)ethoxy)methyl)-1H-pyrazol-4-yl)pyridin-3-amine